C1CC12NCCN(C2)C2=NC=CC(=N2)C2=NC1=CC(=NC=C1C=C2)CNC(C2=CC(=C(C=C2)C(F)F)S(=O)(=O)C)=O N-((2-(2-(4,7-diazaspiro[2.5]octan-7-yl)pyrimidin-4-yl)-1,6-naphthyridin-7-yl)methyl)-4-(difluoromethyl)-3-(methylsulfonyl)benzamide